6-chloro-1-(4,6-diisopropylpyrimidin-5-yl)-7-(2-fluoro-6-methoxyphenyl)-4-hydroxy-3-nitro-1,8-naphthyridin-2(1H)-one ClC=1C=C2C(=C(C(N(C2=NC1C1=C(C=CC=C1OC)F)C=1C(=NC=NC1C(C)C)C(C)C)=O)[N+](=O)[O-])O